C1(CC1)C1=NC=CC=C1C=1N=C(C=2C(N1)=CN(N2)C)NCC2=CC=C(C=C2)C=2N(C=C(N2)C(F)(F)F)C 5-(2-cyclopropylpyridin-3-yl)-2-methyl-N-(4-(1-methyl-4-(trifluoromethyl)-1H-imidazol-2-yl)benzyl)-2H-pyrazolo[4,3-d]pyrimidin-7-amine